NC1=CC=C(C=C1)N1CC2=CC=C(C=C2C1=O)S(=O)(=O)C=1C=C2C(=C(C=NC2=C(C1)C)C(=O)N)NC1=CC(=CC=C1)OC 6-((2-(4-aminophenyl)-3-oxoisoindol-5-yl)sulfonyl)-4-((3-methoxyphenyl)amino)-8-methylquinoline-3-carboxamide